(Z)-11-hexadecene-1-aldehyde C(CCCCCCCCC\C=C/CCCC)=O